1-methyl-1H-benzo[d]imidazole-6-sulfonyl chloride CN1C=NC2=C1C=C(C=C2)S(=O)(=O)Cl